NC1=C(C=C(C=N1)C=1C=C2N(N1)CCC21CN(CC1)C(=O)NCC)OC(C)C1=CC=CC=C1 2'-(6-amino-5-{[1-phenylethyl]oxy}pyridin-3-yl)-N-ethyl-5',6'-dihydrospiro[pyrrolidine-3,4'-pyrrolo[1,2-b]pyrazole]-1-carboxamide